ClC=1C=NC(=NC1)NC1CCN(CC1)S(=O)(=O)C=1C=C(C=CC1)N1CCC(CC1)CN1CCN(CC1)C1=CC=C2C(=NN(C2=C1)C)N1C(NC(CC1)=O)=O 1-(6-(4-((1-(3-((4-((5-chloropyrimidin-2-yl)amino)piperidin-1-yl)sulfonyl)phenyl)-piperidin-4-yl)methyl)piperazin-1-yl)-1-methyl-1H-indazol-3-yl)dihydropyrimidine-2,4(1H,3H)-dione